Tridecylbromosilane C(CCCCCCCCCCCC)[SiH2]Br